N1(CCC2(CC1)OCC1=C2C=CC=C1)C=1OC2(C(N1)=O)CC1=CC=C(C=C1C2)[Si](C)(C)C 2'-(1'H,3H-spiro[2-benzofuran-1,4'-piperidin]-1'-yl)-5-(trimethylsilyl)-1,3-dihydro-4'H-spiro[indene-2,5'-[1,3]oxazol]-4'-one